C(#N)[C@@]1(CCOC2=CC=C(C=C12)C(=O)NCC1=NC=CC(=C1)[C@@H]1[C@H](C1)C1=CC=CC=C1)C (4R)-4-cyano-4-methyl-N-[[4-[(1S,2S)-2-phenylcyclopropyl]-2-pyridinyl]methyl]chroman-6-carboxamide